BrC1=CC=C(S1)C=1NC(C2=C(NC(C21)=O)C=2SC(=CC2)Br)=O 3,6-bis(5-bromothien-2-yl)pyrrolo[3,4-c]pyrrole-1,4(2H,5H)-dione